(2-(6,6-dimethyl-4,5,6,7-tetrahydro-1H-indazol-3-yl)-1H-indol-6-yl)(piperazin-1-yl)methanone CC1(CCC=2C(=NNC2C1)C=1NC2=CC(=CC=C2C1)C(=O)N1CCNCC1)C